ClC1=NN2C(N=C(C=C2)N2[C@H](CC(C2)(F)F)C2=C(C=CC(=C2)F)F)=C1NC(=S)N[C@H]1[C@@H](C1)O 1-(2-chloro-5-((R)-2-(2,5-difluorophenyl)-4,4-difluoropyrrolidin-1-yl)pyrazolo[1,5-a]pyrimidin-3-yl)-3-((1R,2R)-2-hydroxycyclopropyl)thiourea